FC(C1=NN=C(O1)C=1C=CC(=NC1)CN1C(OC2=C1C=CC=C2)=O)F 3-((5-(5-(difluoromethyl)-1,3,4-oxadiazole-2-yl)pyridine-2-yl)methyl)benzo[d]oxazole-2(3H)-one